3-((bis(diisopropylamino)phosphaneyl)oxy)propanenitrile C(C)(C)N(C(C)C)P(OCCC#N)N(C(C)C)C(C)C